12-Hydroxystearic acid lithium salt [Li+].OC(CCCCCCCCCCC(=O)[O-])CCCCCC